tert-Butyl (S)-4-((7-bromo-6-chloro-8-fluoro-2-((1-methylpyrrolidin-2-yl)methoxy)-3-nitroquinolin-4-yl)amino)piperidine-1-carboxylate BrC1=C(C=C2C(=C(C(=NC2=C1F)OC[C@H]1N(CCC1)C)[N+](=O)[O-])NC1CCN(CC1)C(=O)OC(C)(C)C)Cl